CS(=O)(=O)O.C1C=CC=C2C=C3C(C=CC=C3C=C12)=O anthracene-5(1H)-one methanesulfonate